NC1(CN(C1)C1=NC=C(C(=C1)OC1=C(C=C(C=C1)N1N=CN(C1=O)CC1=C(C=CC=C1F)F)F)F)CO 2-[4-[[2-[3-amino-3-(hydroxymethyl)azetidin-1-yl]-5-fluoro-4-pyridyl]oxy]-3-fluoro-phenyl]-4-[(2,6-difluorophenyl)methyl]-1,2,4-triazol-3-one